COC1=CC=C(C=N1)CC1N(CC=C1)C(=O)N ((6-methoxypyridin-3-yl)methyl)-2,5-dihydro-1H-pyrrole-1-carboxamide